N-[3,5-difluoro-4-[(1R,3R)-3-methyl-2-methylsulfonyl-1,3,4,9-tetrahydropyrido[3,4-b]indol-1-yl]phenyl]-1-(3-fluoropropyl)azetidin-3-amine FC=1C=C(C=C(C1[C@H]1N([C@@H](CC2=C1NC1=CC=CC=C21)C)S(=O)(=O)C)F)NC2CN(C2)CCCF